(3-ethoxy-2-fluoro-3-oxopropyl) pyridine-2-carboxylate N1=C(C=CC=C1)C(=O)OCC(C(=O)OCC)F